C1(CCCC1)NC=1C=C(C=C2C=C(NC12)C1=CC(=CC=C1)F)CN1CC(NCC1)=O 4-((7-(cyclopentylamino)-2-(3-fluorophenyl)-1H-indol-5-yl)methyl)piperazin-2-one